[I-].C(CCCCC)OC(CCCCC/C=C/CCC[P+](C)(C)C)OCCCCCC (4E)-11,11-dihexyloxy-4-undecenyltrimethylphosphonium iodide